N1N=CC2=CC(=CC=C12)NC1=CN(C=C1)C1=CC=C2C=C(NC2=C1)C(=O)NC(C)C 6-(3-((1H-indazol-5-yl)amino)pyrrol-1-yl)-N-isopropyl-1H-indole-2-carboxamide